C1(=CCCC1)C1=CC(=C2C=CC=NC2=C1)C1(CC1)NC(C1=C(C=CC(=C1)OCC1N(CC1)C)C)=O N-(1-(7-(cyclopent-1-en-1-yl)quinolin-5-yl)cyclopropyl)-2-methyl-5-((1-methylazetidin-2-yl)methoxy)benzamide